dimethylsilylbis[2-methyl-4-phenyl-indenyl]zirconium dichloride [Cl-].[Cl-].C[SiH](C)[Zr+2](C1C(=CC2=C(C=CC=C12)C1=CC=CC=C1)C)C1C(=CC2=C(C=CC=C12)C1=CC=CC=C1)C